C(C)(C)(C)N(C(O)=O)C1=C(C=2C(=NC=C(C2S1)F)C1=C(C(=C(C(=C1Cl)F)C(N)=O)N)F)C#N.NC1=C(C=CC(=C1)C(C)C)NS(=O)(=O)C N-(2-amino-4-isopropylphenyl)methanesulfonamide tert-butyl-(4-(3-amino-4-carbamoyl-6-chloro-2,5-difluorophenyl)-3-cyano-7-fluorothieno[3,2-c]pyridin-2-yl)carbamate